C(C1=CC=CC=C1)C=1NC(=NN1)C(=O)N[C@@H]1C(N(C=2C3=C(NC=C3C1)N=CC2)C)=O (S)-5-Benzyl-N-(6-methyl-7-oxo-6,7,8,9-tetrahydro-2H-2,3,6-triazabenzo[cd]azulene-8-yl)-4H-1,2,4-triazole-3-carboxamide